N[C@H]1CN(CCC1)C=1C=2N(C=CN1)C(=C(N2)C2=CC(=C(C#N)C=C2)F)C2=CC1=CN(N=C1C=C2F)CC(C)(C)O (R)-4-(8-(3-aminopiperidin-1-yl)-3-(6-fluoro-2-(2-hydroxy-2-methylpropyl)-2H-indazol-5-yl)imidazo[1,2-a]pyrazin-2-yl)-2-fluorobenzonitrile